C(C)OC(=O)[C@H]1N([C@@H]2C[C@@]2(C1)C)C(=O)OC(C)(C)C (1R,3S,5R)-5-methyl-2-azabicyclo[3.1.0]Hexane-2,3-dicarboxylic acid 2-tert-butyl 3-ethyl ester